C(C=C)(=O)[O-].[Na+].C(C=C)(=O)OCCO hydroxyethyl acrylate sodium acrylate